NC=1C=2N(C=C(C1)C=1NC3=CC=C(C=C3C1C(C)C)C1CCN(CC1)CC(=O)N(C)C)N=CN2 2-(4-(2-(8-amino-[1,2,4]triazolo[1,5-a]pyridin-6-yl)-3-isopropyl-1H-indol-5-yl)piperidin-1-yl)-N,N-dimethylacetamide